NC1=NC=2C=CC(=CC2C2=C1C=NN2C)C(=O)N([C@@H]2COCC1=CC(=CC=C21)C=2C=NN(C2)C(F)(F)F)C (S)-4-amino-N,1-dimethyl-N-(7-(1-(trifluoromethyl)-1H-pyrazol-4-yl)isochroman-4-yl)-1H-pyrazolo[4,3-c]quinoline-8-carboxamide